4-(4-methoxyphenyl)oxepan-4-ol COC1=CC=C(C=C1)C1(CCOCCC1)O